CN(CCCOS(=O)(=O)C)CC1=CC=C(OCCN2C=CC3=CC=C(C=C23)C(=O)OC)C=C1 methyl 1-(2-(4-((methyl(3-((methylsulfonyl)oxy)propyl)amino)methyl)phenoxy)ethyl)-1H-indole-6-carboxylate